FC1(CCN(CC1)C1=NC(=CC=C1)C#C[Si](C)(C)C)F 2-(4,4-difluoropiperidin-1-yl)-6-((trimethylsilyl)ethynyl)pyridine